N1CC(C1)NC=1C=C2C(N(C(C2=CC1)=O)C1C(NC(CC1)=O)=O)=O 5-(azetidin-3-ylamino)-2-(2,6-dioxopiperidin-3-yl)isoindoline-1,3-dione